Cl.NCCNC(=O)C1=C(C=C(C=C1)B(O)O)F (4-((2-aminoethyl)carbamoyl)-3-fluorophenyl)boronic acid hydrochloride